[Br-].C[N+](CCC[Si](OCC)(OCC)OCC)(CCCCCCCCCCCCCCCCCC)C N,N-dimethyl-N-octadecyl-N-(3-triethoxysilylpropyl)ammonium bromide